N[C@@]1([C@@](O[C@@H]([C@H]1O)CO)(N1C(=O)NC(=O)C=C1)C)O amino-methyl-uridine